4-(4-(Methyl((tetrahydro-2H-pyran-4-yl)methyl)amino)-7H-pyrrolo[2,3-d]pyrimidin-6-yl)benzenesulfonamide CN(C=1C2=C(N=CN1)NC(=C2)C2=CC=C(C=C2)S(=O)(=O)N)CC2CCOCC2